N-but-2-yn-1-ylbenzenesulfonamide C(C#CC)NS(=O)(=O)C1=CC=CC=C1